C(C(=O)O)=CC(=O)O s-butenedioic acid